1,9-Phenanthroline N1=CC=CC2=CC=C3C=CN=CC3=C12